4-(2-(4-bromophenoxy)ethyl)morpholine ethylenebis(oxyethylene)bis-(3-(5-tert-butyl-4-hydroxy-m-tolyl)-propionate) C(COCCC(C(=O)O)CC=1C=C(C=C(C1O)C(C)(C)C)C)OCCC(C(=O)O)CC=1C=C(C=C(C1O)C(C)(C)C)C.BrC1=CC=C(OCCN2CCOCC2)C=C1